methyl (2S)-2-[(tert-butoxycarbonyl)(methyl)amino]-3-cyclopropylbutanoate C(C)(C)(C)OC(=O)N([C@H](C(=O)OC)C(C)C1CC1)C